N-(1-(8-(4-(trifluoromethyl)phenyl)imidazo[1,2-a]pyrazin-6-yl)cyclopropyl)acrylamide FC(C1=CC=C(C=C1)C=1C=2N(C=C(N1)C1(CC1)NC(C=C)=O)C=CN2)(F)F